3-(2-benzothiazolyl)-7-(dioctylamino)coumarin S1C(=NC2=C1C=CC=C2)C=2C(OC1=CC(=CC=C1C2)N(CCCCCCCC)CCCCCCCC)=O